cis-2-(4-(cyclopentylamino)phenyl)-N-(4-methyl-3-(trifluoromethyl)phenyl)-1-(oxazole-4-carbonyl)octahydro-1H-cyclopenta[b]pyridine-3-carboxamide C1(CCCC1)NC1=CC=C(C=C1)C1C(CC2C(N1C(=O)C=1N=COC1)CCC2)C(=O)NC2=CC(=C(C=C2)C)C(F)(F)F